C1=CC=CC2=C1C1=C(C=NO2)C=CC=C1 dibenzooxazepin